N-cyclohexyl-5-(pyridin-2-ylethynyl)-1H-pyrrolo[2,3-b]Pyridin-4-amine C1(CCCCC1)NC=1C2=C(N=CC1C#CC1=NC=CC=C1)NC=C2